[Sr].[Nb] niobium-strontium